C1(CC1)[C@H](C)NC(=O)C1=CN=CO1 (S)-N-(1-cyclopropylethyl)oxazole-5-carboxamide